FC1=C(C=CC(=C1)F)C1OC1 2-(2,4-difluorophenyl)oxirane